NC1=C(C=C(C=C1Cl)O)Cl 4-amino-3,5-dichlorophenol